N[C@H](C(O[C@H]1C(N(CC1)[C@H]1[C@@H](CN(CC1)C1=NC=C(C=N1)C1CC1)O)=O)([2H])[2H])C (R)-3-((S)-2-aminopropoxy-1,1-d2)-1-((3R,4R)-1-(5-cyclopropylpyrimidin-2-yl)-3-hydroxypiperidin-4-yl)pyrrolidin-2-one